dimenthyl pimelimidate C(CCCCCC(OC1CC(CCC1C(C)C)C)=N)(OC1CC(CCC1C(C)C)C)=N